methyl N-(2-chloroacetyl)-N-methylanthranilate ClCC(=O)N(C=1C(C(=O)OC)=CC=CC1)C